1,1-di(t-butylperoxy)-3,3,5-trimethyl-cyclohexane C(C)(C)(C)OOC1(CC(CC(C1)C)(C)C)OOC(C)(C)C